diethylene glycol-bis[3-(3-tert-butyl-4-hydroxy-4-hydroxyphenyl) propionate] C(C)(C)(C)C1C=C(C=CC1(O)O)CCC(=O)OCCOCCOC(CCC1=CC(C(C=C1)(O)O)C(C)(C)C)=O